5,7-dimethoxy-2-{4-[4-(prop-2-yl)piperazin-1-yl]phenyl}-3,4-dihydroquinazolin-4-one COC1=C2C(NC(=NC2=CC(=C1)OC)C1=CC=C(C=C1)N1CCN(CC1)C(C)C)=O